Cl.C1(=CC=CC=C1)C=1C(N(N=CC1)C1CCN(CC1)CCC1=CC=CC=C1)=O 4-phenyl-2-[1-(2-phenylethyl)piperidin-4-yl]-2,3-dihydropyridazin-3-one hydrochloride